C(C)S(=O)(=O)N[C@@H]1CC[C@H](OC1)CN1CCC2(CN(C2)C2=NC=NC=C2OC2=C(C(=O)O)C=C(C=C2)F)CC1 2-((4-(7-(((2S,5R)-5-(ethyl-sulfonamido)tetrahydro-2H-pyran-2-yl)methyl)-2,7-diazaspiro[3.5]nonan-2-yl)pyrimidin-5-yl)oxy)-5-fluorobenzoic acid